4-(4-((1R,5S)-3,8-Diazabicyclo[3.2.1]octan-3-yl)-2-(((S)-1-(methyl-d3)pyrrolidin-2-yl)methoxy-d2)-5,8-dihydropyrido[3,4-d]pyrimidin-7(6H)-yl)-5,6-difluoronaphthalen-2-ol [C@H]12CN(C[C@H](CC1)N2)C=2C1=C(N=C(N2)OC([2H])([2H])[C@H]2N(CCC2)C([2H])([2H])[2H])CN(CC1)C1=CC(=CC2=CC=C(C(=C12)F)F)O